FC(CCF)(F)F 1,1,1,3-tetrafluoropropane